5-[4-(3-bromobenzoyl)aminophenyl]-1H-naphtho[1,2-B][1,4]diazepine-2,4(3H,5h)-dione BrC=1C=C(C(=O)NC2=CC=C(C=C2)N2C3=C(NC(CC2=O)=O)C2=CC=CC=C2C=C3)C=CC1